C(CCCCCCCCC\C=C/CCCC)=O (Z)-hexadec-11-en-aldehyde